FC(C(=O)O)(F)F.NCC(CC=1N(C(NN1)=O)C1=CC(=C(C=C1)C=1C=NN(C1)CC)F)=C(F)F [2-(aminomethyl)-3,3-difluoro-allyl]-4-[4-(1-ethylpyrazol-4-yl)-3-fluoro-phenyl]-1,2,4-triazol-3-one trifluoroacetate salt